FC1=C(C=CC=C1C1=CC=C2C(=NNC2=C1F)C=1NC=CN1)NS(=O)(=O)C=1C(=NC=CC1)OC N-(2-fluoro-3-(7-fluoro-3-(1H-imidazol-2-yl)-1H-indazol-6-yl)phenyl)-2-methoxypyridine-3-sulfonamide